(phenylcarbazolyl)(dibenzofuranyl)(phenylcarbazolyl)benzene C1(=CC=CC=C1)C1=C(C=2NC3=CC=CC=C3C2C=C1)C=1C(=C(C=CC1)C1=C(C=CC=2C3=CC=CC=C3NC12)C1=CC=CC=C1)C1=CC=CC=2OC3=C(C21)C=CC=C3